ClC1=C(C=CC=C1)CC(=O)NC1=CC(=C(C=C1)N1N=C2C(=N1)C=C(C=C2F)F)S(N)(=O)=O 2-(2-chlorophenyl)-N-[4-(4,6-difluoro-2H-benzotriazol-2-yl)-3-sulfamoylphenyl]acetamide